ClC1=C(C=C(C=C1)C1=CN(C(C=C1)=O)C(C)C)CC(C(NC1=CC=C(C=C1)N1C=NN=C1)=O)NC(OC(C)(C)C)=O tert-butyl N-[1-[[2-chloro-5-(1-isopropyl-6-oxo-3-pyridyl)phenyl]methyl]-2-oxo-2-[4-(1,2,4-triazol-4-yl)anilino]ethyl]carbamate